dihydroxy-2-(hydroxymethyl)propan-2-aminium OC(C(C)([NH3+])CO)O